C(C)OC(=O)C=1N(N=C(C1)OCC)C1=NC=CC=C1Cl.BrC=1C=C(C=NC1)C(=O)N(CC1=C(C=C(C=C1)OC)OC)C(=O)C1=C(C=CC(=C1)F)Cl 5-bromo-N-[(2-chloro-5-fluorophenyl)carbonyl]-N-[(2,4-dimethoxyphenyl)methyl]pyridine-3-carboxamide ethyl-2-(3-chloro-2-pyridyl)-5-ethoxy-pyrazole-3-carboxylate